ClC1=C(N=C(S1)NC([C@H]([C@H]1CC(CC1)(F)F)C1=CC(=C(C=C1)C#N)C#N)=O)C (R)-N-(5-Chloro-4-methylthiazol-2-yl)-2-(3,4-dicyanophenyl)-2-((R)-3,3-difluorocyclopentyl)acetamide